ClCC(=O)N(C)C1=C(C=C(C=C1)S(NCC1=CC=C(C=C1)OC)(=O)=O)[N+](=O)[O-] 2-chloro-N-(4-(N-(4-methoxybenzyl)sulfamoyl)-2-nitrophenyl)-N-methylacetamide